N-(4-(4-(2-(benzo[d]thiazol-2-yl)acetamido)-2,5-difluorophenoxy)pyridin-2-yl)cyclopropanecarboxamide S1C(=NC2=C1C=CC=C2)CC(=O)NC2=CC(=C(OC1=CC(=NC=C1)NC(=O)C1CC1)C=C2F)F